((((((1R,2S,5R)-2-carbamoyl-7-oxo-1,6-diazabicyclo[3.2.1]oct-6-yl) oxy) sulfonyl) oxy) methyl) cyclohexanecarboxylate C1(CCCCC1)C(=O)OCOS(=O)(=O)ON1[C@@H]2CC[C@H](N(C1=O)C2)C(N)=O